NC(=O)N diaminomethanone